C1(=CC=CC=C1)NC(O[C@@H]([C@]1(CN(CC1)C(C)(C)C=1C=NC(=CC1)C)CCC=1SC(=CC1)F)F)=O |o1:10| (R)-fluoro((R or S)-3-(2-(5-fluorothiophen-2-yl)ethyl)-1-(2-(6-methylpyridin-3-yl)propan-2-yl)pyrrolidin-3-yl)methyl phenylcarbamate